2-(2-ethylbutanoylamino)-4-[[1-(hydroxymethyl)cyclopropyl]-[4-(5,6,7,8-tetrahydro-1,8-naphthyridin-2-yl)butyl]amino]butanoic acid C(C)C(C(=O)NC(C(=O)O)CCN(CCCCC1=NC=2NCCCC2C=C1)C1(CC1)CO)CC